C(C)(C)(C)OC(=O)N1CCC([C@](C2=C1C=CC(=C2)Cl)(CO)O)(F)F (5S)-7-chloro-4,4-difluoro-5-hydroxy-5-(hydroxymethyl)-2,3,4,5-tetrahydro-1H-1-benzazepine-1-carboxylic acid tert-butyl ester